(2s,5r)-5-(2-(benzyloxy)-2-oxoethyl)pyrrolidine-1,2-dicarboxylic acid 1-(tert-butyl) 2-methyl ester COC(=O)[C@H]1N([C@H](CC1)CC(=O)OCC1=CC=CC=C1)C(=O)OC(C)(C)C